2-((S)-1-(2-fluoroacryloyl)-4-((S)-2-((tetrahydro-1H-pyrrolizin-7a(5H)-yl)methoxy)-7-(2-(trifluoromethyl)phenyl)-7,8-dihydro-5H-pyrano[4,3-d]pyrimidin-4-yl)piperazin-2-yl)acetonitrile FC(C(=O)N1[C@H](CN(CC1)C=1C2=C(N=C(N1)OCC13CCCN3CCC1)C[C@H](OC2)C2=C(C=CC=C2)C(F)(F)F)CC#N)=C